(1S,3S)-3-((6-(5-(((benzylcarbamoyl)oxy)methyl)-1-methyl-1H-1,2,3-triazol-4-yl)-2-ethylpyridin-3-yl)oxy)cyclohexane-1-carboxylic acid C(C1=CC=CC=C1)NC(=O)OCC1=C(N=NN1C)C1=CC=C(C(=N1)CC)O[C@@H]1C[C@H](CCC1)C(=O)O